N1-((1H-indazol-5-yl)methyl)-N2-(4-amino-1,3-dihydrofuro[3,4-c]pyridin-7-yl)-N1-(1-(3-fluoropyridin-2-yl)ethyl)oxalamide N1N=CC2=CC(=CC=C12)CN(C(C(=O)NC=1C2=C(C(=NC1)N)COC2)=O)C(C)C2=NC=CC=C2F